4-methyl-N-((6-(trifluoromethoxy)biphenyl-3-yl)methylene)benzenesulfonamide CC1=CC=C(C=C1)S(=O)(=O)N=CC=1C=C(C(=CC1)OC(F)(F)F)C1=CC=CC=C1